4-(((2-hydroxyethyl)amino)methyl)-N-(3'-(3-(((2-hydroxyethyl)amino)methyl)-[1,2,4]triazolo[4,3-a]pyridin-7-yl)-2,2'-dimethyl-[1,1'-biphenyl]-3-yl)benzamide OCCNCC1=CC=C(C(=O)NC=2C(=C(C=CC2)C2=C(C(=CC=C2)C2=CC=3N(C=C2)C(=NN3)CNCCO)C)C)C=C1